ClC1=CC=C2C(C(=C(OC2=C1)C1=C(C=CC(=C1)F)F)C(=O)OC(C)(C)C)=O tert-butyl 7-chloro-2-(2,5-difluorophenyl)-4-oxo-4H-chromen-3-carboxylate